S1C(=NC2=C1C=CC=C2)C2=C(SC=1CN(CCC12)C(=O)OC(C)(C)C)NC(C1=CC=C(C=C1)NCCN(C(C)C)C(=O)OC(C)(C)C)=O tert-butyl 3-(benzo[d]thiazol-2-yl)-2-(4-((2-((tert-butoxycarbonyl)(isopropyl)amino)ethyl)amino)benzamido)-4,7-dihydrothieno[2,3-c]pyridine-6(5H)carboxylate